C(C)(C)(C)OC(=O)N1[C@H](CCCC1)C(N(C1=CC(=C(C=C1)C)C(N[C@H](C)C1=CC(=NC2=CC=CC=C12)C=1C=NN(C1)C)=O)C)=O.ClC1=CC(=C(C=C1)C(C)=O)F 1-(4-chloro-2-fluorophenyl)ethanone tert-butyl-(R)-2-(methyl(4-methyl-3-(((R)-1-(2-(1-methyl-1H-pyrazol-4-yl)quinolin-4-yl)ethyl)carbamoyl)phenyl)carbamoyl)piperidine-1-carboxylate